COC(=O)C1=C(N2C(C(S1)(F)F)C=C(C=C2)C)C(=O)O 1,1-difluoro-8-methyl-1,9a-dihydropyrido[2,1-c][1,4]thiazine-3,4-dicarboxylic acid methyl ester